CN1CCN(CC1)C(=O)N1CC=2NC(=NC2C1)C1=NC=CC(=C1)C1=C(N=C2N1CCC2)C2=NC(=CC=C2)C (4-methylpiperazin-1-yl)(2-(4-(2-(6-methylpyridin-2-yl)-6,7-dihydro-5H-pyrrolo[1,2-a]imidazol-3-yl)pyridin-2-yl)-4,6-dihydropyrrolo[3,4-d]imidazol-5(1H)-yl)methanone